3-(4-((4-(azocan-1-ylmethyl)benzyl)thio)-1-oxoisoindolin-2-yl)piperidine-2,6-dione N1(CCCCCCC1)CC1=CC=C(CSC2=C3CN(C(C3=CC=C2)=O)C2C(NC(CC2)=O)=O)C=C1